5-(((S)-1-((S)-2-hydroxy-3-oxo-3-(4-(5-(trifluoromethyl)pyrazin-2-yl)piperazin-1-yl)propoxy)propan-2-yl)oxy)-4-(trifluoromethyl)pyridazin-3(2H)-one O[C@@H](COC[C@H](C)OC1=C(C(NN=C1)=O)C(F)(F)F)C(N1CCN(CC1)C1=NC=C(N=C1)C(F)(F)F)=O